[Mn].[Sr].[Tm] thulium strontium manganese